3,9-dimethyl-(10,11-2H2)-3,4,7,15-tetraazatricyclo[12.3.1.02,6]Octadecan-1(18),2(6),4,14,16-pentaen-8-one trifluoroacetate FC(C(=O)O)(F)F.CN1C=2C=3C=CN=C(CCC(C(C(C(NC2C=N1)=O)C)[2H])[2H])C3